methyl (2R)-pyrrolidine-2-carboxylate hydrochloride Cl.N1[C@H](CCC1)C(=O)OC